(1R,2S)-2-(4-chlorophenyl)-1-(phenylethynyl)cyclopropyl-(phenyl)-methanone ClC1=CC=C(C=C1)[C@H]1[C@](C1)(C#CC1=CC=CC=C1)C(=O)C1=CC=CC=C1